C(=O)(OC(C)(C)C)N1C(=CC=C1)C1=CC(=C(C(=O)OCC)C=C1)F Ethyl 4-(N-Boc-pyrrolyl)-2-fluorobenzoate